5-(2,4-dimethoxyphenyl)-1,3-cyclohexanedione COC1=C(C=CC(=C1)OC)C1CC(CC(C1)=O)=O